methyl (E)-3-(3-(N-(4-(3,4-dihydro-2H-benzo[b][1,4]thiazin-7-yl)benzyl)cyclohexanecarboxamido)phenyl)acrylate S1C2=C(NCC1)C=CC(=C2)C2=CC=C(CN(C(=O)C1CCCCC1)C=1C=C(C=CC1)/C=C/C(=O)OC)C=C2